ClC=1C=C(C=CC1Cl)C1COC(C2=C(C=C(C=C12)C)C)CNC 1-(4-(3,4-dichlorophenyl)-6,8-dimethylisochroman-1-yl)-N-methyl-methylamine